allyl-(2-(2-(allyloxy)ethoxy)ethoxy)benzene C(C=C)C1=C(C=CC=C1)OCCOCCOCC=C